(R)-2-amino-4-((3-methylpiperidin-1-yl)methyl)-6-(trifluoromethyl)phenol NC1=C(C(=CC(=C1)CN1C[C@@H](CCC1)C)C(F)(F)F)O